CC=1N=C2N(C=C(C=C2C#N)C2=CC3=C(C=N2)N=C(S3)OC3CC(NC(C3)(C)C)(C)C)C1 2-Methyl-6-{2-[(2,2,6,6-tetramethylpiperidin-4-yl)oxy][1,3]thiazolo[4,5-c]pyridin-6-yl}imidazo[1,2-a]pyridin-8-carbonitril